C12(C(CC(CC1)C2)CN)CN norbornane-bis(methylamine)